N-(3-chloro-4-fluorophenyl)-1,2-dimethyl-1H-imidazole-5-carboxamide ClC=1C=C(C=CC1F)NC(=O)C1=CN=C(N1C)C